(S)-1-(6-(3-fluoro-4-morpholinophenyl)-2-(2-methoxypyridin-3-yl)pyrimidin-4-yl)pyrrolidin-3-ol FC=1C=C(C=CC1N1CCOCC1)C1=CC(=NC(=N1)C=1C(=NC=CC1)OC)N1C[C@H](CC1)O